2-ethoxy-5-isobutyramido-N-(1-(3-methylphenyl)ethyl)isonicotinamide C(C)OC=1C=C(C(=O)NC(C)C2=CC(=CC=C2)C)C(=CN1)NC(C(C)C)=O